ClC=1C(=NC=C(C1)C=1C=CC=2C3=C(N(C2C1)C)C=CN=C3)N3CCN(CC3)CC=3C=C1CN(C(C1=CC3)=O)N3C(NC(CC3)=O)=O 1-(5-((4-(3-chloro-5-(5-methyl-5H-pyrido[4,3-b]indol-7-yl)pyridin-2-yl)piperazin-1-yl)methyl)-1-oxoisoindolin-2-yl)dihydropyrimidine-2,4(1H,3H)-dione